4-amino-N-methyl-N-((3R)-6-(pentafluoro-lambda6-sulfanyl)-2,3-dihydro-1-benzofuran-3-yl)-1,3-dihydrofuro[3,4-c][1,7]naphthyridine-8-carboxamide NC1=NC=2C=NC(=CC2C2=C1COC2)C(=O)N([C@H]2COC1=C2C=CC(=C1)S(F)(F)(F)(F)F)C